CC=1SC(=C(N1)C)C=1C=CC(=C(C1)C(=O)N[C@H](CN1CCN(CC1)S(=O)(=O)C1=C(N=C(S1)NC(OC)=O)C)C)F methyl N-[5-({4-[(2S)-2-{[5-(2,4-dimethyl-1,3-thiazol-5-yl)-2-fluorophenyl]formamido} propyl]piperazin-1-yl}sulfonyl)-4-methyl-1,3-thiazol-2-yl]carbamate